7-chloro-2,6-naphthyridin-1(2H)-one ClC1=NC=C2C=CNC(C2=C1)=O